NC([C@H](C[C@H]1C(NCC1)=O)NC([C@H](CC1CC1)NC(=O)C=1NC2=CC=CC(=C2C1)OCCC)=O)=O N-[(1S)-2-[[(1S)-2-amino-2-oxo-1-[[(3S)-2-oxopyrrolidin-3-yl]methyl]ethyl]amino]-1-(cyclopropylmethyl)-2-oxo-ethyl]-4-propoxy-1H-indole-2-carboxamide